(6S)-6-[2-Chloro-3-(4-fluoro-anilino)phenyl]-2-imino-6-methyl-3-[(3R*)-tetrahydro-furan-3-yl]hexahydropyrimidin-4-one ClC1=C(C=CC=C1NC1=CC=C(C=C1)F)[C@@]1(CC(N(C(N1)=N)[C@H]1COCC1)=O)C |o1:22|